3-isobutyl-pyrazine tert-butyl-(3S,4R)-4-([6-chloro-3-methyl-1H-pyrazolo[3,4-d]pyrimidin-4-yl]oxy)-3-fluoropiperidine-1-carboxylate C(C)(C)(C)OC(=O)N1C[C@@H]([C@@H](CC1)OC1=C2C(=NC(=N1)Cl)NN=C2C)F.C(C(C)C)C=2C=NC=CN2